The molecule is a methyl-branched fatty acyl-CoA obtained from the formal condensation of the thiol group of coenzyme A with the carboxy group of 3-oxoisooctadecanoic acid. It is a methyl-branched fatty acyl-CoA, an 11,12-saturated fatty acyl-CoA and a long-chain 3-oxo-fatty acyl-CoA. It is a conjugate acid of a 3-oxoisooctadecanoyl-CoA(4-). CC(C)CCCCCCCCCCCCC(=O)CC(=O)SCCNC(=O)CCNC(=O)[C@@H](C(C)(C)COP(=O)(O)OP(=O)(O)OC[C@@H]1[C@H]([C@H]([C@@H](O1)N2C=NC3=C(N=CN=C32)N)O)OP(=O)(O)O)O